2-((6aR,8R)-6a-(difluoromethyl)-8-((1,1-dimethyl-1,2,3,4-tetrahydro-isoquinolin-6-yl)oxy)-5,6,6a,7,8,9-hexahydropyrrolo[1',2':4,5]pyrazino[2,3-c]pyridazin-2-yl)-6-fluorophenol FC([C@]12N(C=3C(=NN=C(C3)C3=C(C(=CC=C3)F)O)NC1)C[C@@H](C2)OC=2C=C1CCNC(C1=CC2)(C)C)F